1,5-Diaza-2,4,6,8-tetrasilacyclooctane N1[SiH2]C[SiH2]N[SiH2]C[SiH2]1